cis-9-styryl-anthracene C(=C/C1=CC=CC=C1)/C=1C2=CC=CC=C2C=C2C=CC=CC12